C(C)N(C1=CC=C(C=C1)C=1OC2=C(C1)C=CC(=C2)C=O)CC 2-(4-(diethylamino)phenyl)-benzofuran-6-carbaldehyde